3,5-dinitro-phenol [N+](=O)([O-])C=1C=C(C=C(C1)[N+](=O)[O-])O